N-(6-(1H-imidazol-1-yl)pyridin-3-yl)-7-chloroquinazolin-4-amine N1(C=NC=C1)C1=CC=C(C=N1)NC1=NC=NC2=CC(=CC=C12)Cl